C1(CC1)C1=NN(C(=C1C(F)(F)F)C(=O)NC1=CC(=NC=C1)S(=O)(=N)C)CC1CC(C1)C(F)(F)F 3-cyclopropyl-N-(2-(S-methylsulfonimidoyl)pyridin-4-yl)-4-(trifluoromethyl)-1-((3-(trifluoromethyl)cyclobutyl)methyl)-1H-pyrazole-5-carboxamide